C(C)OC(C(C(CC)=O)N1C[C@H](N(CC1)C(=O)OC(C)(C)C)C)=O Tert-butyl (2R)-4-(1-ethoxy-1,3-dioxopentan-2-yl)-2-methylpiperazine-1-carboxylate